(S)-8-Methyl-4-((R)-3-(methylamino)pyrrolidin-1-yl)-6,7,8,9-tetrahydropyrimido[5,4-b][1,4]oxazepin-2-amine ditrifluoroacetic acid salt FC(C(=O)O)(F)F.FC(C(=O)O)(F)F.C[C@@H]1NC2=C(OCC1)C(=NC(=N2)N)N2C[C@@H](CC2)NC